(2S,4R)-4-fluoro-5-oxopyrrolidine-2-carboxylic acid methyl ester COC(=O)[C@H]1NC([C@@H](C1)F)=O